COC1=CC=C(COCCC(CCCCCCCO)CCCCCCCCC)C=C1 8-(2-((4-methoxybenzyl)oxy)ethyl)heptadecan-1-ol